O=C1NC2=C(N1CC1=CC=C(S1)CCS(=O)(=O)N)C=CC=C2 ((5-((2-oxo-2,3-dihydro-1H-benzo[D]imidazol-1-yl)methyl)thiophen-2-yl)methyl)methanesulfonamide